2-(2-furyl)-3-hydroxychromone O1C(=CC=C1)C=1OC2=CC=CC=C2C(C1O)=O